1-(trans-5-((2-chlorobenzyl)(methyl)amino)octa-hydrocyclopenta-[c]pyrrole-2-carbonyl)-1H-pyrazole ClC1=C(CN(C2CC3C(CN(C3)C(=O)N3N=CC=C3)C2)C)C=CC=C1